7-methoxy-3-({[(3S)-1-(6-methylpyridin-3-yl)piperidin-3-yl][(2-methylpyridin-4-yl)methyl]amino}methyl)-1,4-dihydroquinolin-4-one COC1=CC=C2C(C(=CNC2=C1)CN(CC1=CC(=NC=C1)C)[C@@H]1CN(CCC1)C=1C=NC(=CC1)C)=O